1-cyclopropyl-2,5-dimethyl-N-(3-(methylsulfonamido)phenyl)-1H-pyrrole-3-carboxamide C1(CC1)N1C(=C(C=C1C)C(=O)NC1=CC(=CC=C1)NS(=O)(=O)C)C